(3-bromo-4-methylphenyl)-2,2-difluoroethan-1-ol BrC=1C=C(C=CC1C)C(C(F)F)O